[Pd].BrC=1C=NN(C1)C=1C=C(C(=O)NC2=NC=CC(=C2)C(F)(F)F)C=CC1C 3-(4-bromopyrazol-1-yl)-4-methyl-N-[4-(trifluoromethyl)-2-pyridinyl]benzamide palladium